N-(5-bromo-2,3-dihydro-1H-inden-1-yl)-5-fluoro-(2-methoxy-d3)benzamide BrC=1C=C2CCC(C2=CC1)NC(C1=C(C=CC(=C1)F)OC([2H])([2H])[2H])=O